Cl.N[C@H](C(=O)N(C)C(CC1=CC2=C(OCO2)C=C1)C)C(C)C (2S)-2-amino-N-[2-(1,3-benzodioxol-5-yl)-1-methyl-ethyl]-N,3-dimethyl-butanamide hydrochloride